ClC=1C=CC(=C(C1)C1=CC(=C(N=N1)OC)NC1=CC(=NC=C1)C(C(=O)N)CN1CCN(CC1)C)F (4-{[6-(5-chloro-2-fluorophenyl)-3-methoxypyridazin-4-yl]amino}pyridin-2-yl)-3-(4-methylpiperazin-1-yl)propanamide